6-(4'-Hydroxy-[1,1'-Biphenyl]-4-yl)-2-Methyl-1H-benzo[d]Imidazol OC1=CC=C(C=C1)C1=CC=C(C=C1)C=1C=CC2=C(NC(=N2)C)C1